N-(2-methyl-3-chlorophenyl)-4-((1-((4-chlorophenyl)amino)-1-oxopropan-2-yl)oxy)benzamide CC1=C(C=CC=C1Cl)NC(C1=CC=C(C=C1)OC(C(=O)NC1=CC=C(C=C1)Cl)C)=O